Propylsulfone C(CC)S(=O)(=O)CCC